3-(4,6-difluoro-5-(4-hydroxy-1-(4-methylbenzyl)piperidin-4-yl)-1-oxoisoindolin-2-yl)piperidine-2,6-dione FC1=C2CN(C(C2=CC(=C1C1(CCN(CC1)CC1=CC=C(C=C1)C)O)F)=O)C1C(NC(CC1)=O)=O